p-hydroxy-methyl-benzene OC1=CC=C(C=C1)C